6-bromo-2-[[(2R)-oxiran-2-yl]methyl]-3,4-dihydroisoquinoline-1-one BrC=1C=C2CCN(C(C2=CC1)=O)C[C@H]1OC1